C(C=C)(=O)OC=C acryloxyethylen